F[C@H]1CN(C[C@@H]([C@H]1NC(=O)C1=CC(=CC=2N(C=NC21)CC(F)(F)F)C#CCNC=2C(OC)=CC=C(C2)P(=O)(C)C)C)C N-[(3S,4R,5S)-3-fluoro-1-methyl-5-methyl-4-piperidyl]-6-{3-[4-(dimethylphosphoryl)-2-anisidino]-1-propynyl}-1-(2,2,2-trifluoroethyl)-1H-1,3-benzimidazole-4-carboxamide